N[C@@H](C(=O)NC1=C(C=C(C=C1)C1=C2C(=NC=C1)NC=C2)Cl)CC(C)C (2R)-2-Amino-N-[2-chloro-4-(1H-pyrrolo[2,3-b]pyridin-4-yl)phenyl]-4-methyl-pentanamide